dihydrodispiro[imidazolidine-4,1'-cyclohexane-4',1''-isoindole]-2,5-dione C12(NCC3=CC=CC=C13)CCC1(CC2)NC(NC1=O)=O